COC1=C(C=CC=C1)C(CO)OC1CCOCC1 2-(2-Methoxyphenyl)-2-((tetrahydro-2H-pyran-4-yl)oxy)ethan-1-ol